[O-]S(=O)(=O)C(F)(F)F.C(C)[N+]1(CCCCC1)CC 1,1-Diethylpiperidinium triflat